C(#N)C1=CC=C(C(=O)N[C@H](C(=O)N2CC(C2)C(C)(C)O)CCCN[C@H]2[C@@H](C2)C2=CC=C(C=C2)F)C=C1 4-cyano-N-[(2S)-5-[[(1R,2S)-2-(4-fluorophenyl)cyclopropyl]amino]-1-[3-(2-hydroxypropan-2-yl)azetidin-1-yl]-1-oxopentan-2-yl]benzamide